allyltributylphosphine bromide [Br-].C(C=C)CCCCP(CCCC)CCCC